6-((2-(3-((tert-butoxycarbonyl)(6-methoxy-3-nitropyridin-2-yl)amino)propyl)-3,4-difluorophenyl)amino)-2-fluoro-3-(trifluoromethyl)benzoic acid C(C)(C)(C)OC(=O)N(CCCC1=C(C=CC(=C1F)F)NC1=CC=C(C(=C1C(=O)O)F)C(F)(F)F)C1=NC(=CC=C1[N+](=O)[O-])OC